ClC1=CC=C2C(=CNC2=C1)S(=O)(=O)NC1=NC(=C(C(=N1)CC)OCC(F)F)OC 6-chloro-N-[5-(2,2-difluoroethoxy)-4-ethyl-6-methoxy-pyrimidin-2-yl]-1H-indole-3-sulfonamide